2,3-dimethyl-9,10-bis(n-octyloxycarbonyloxy)anthracene CC1=CC2=C(C3=CC=CC=C3C(=C2C=C1C)OC(=O)OCCCCCCCC)OC(=O)OCCCCCCCC